COC1=C2C(C(=C(OC2=CC(=C1)OC)C1=CC(=C(C(=C1)OC)OC)OC)OCCCCSC1=NC=NC2=C(C=CC=C12)C)=O 5,7-dimethoxy-3-(4-((8-methylquinazolin-4-yl)thio)butoxy)-2-(3,4,5-trimethoxyphenyl)-4H-chromen-4-one